COC1=C(C=C(C(=C1)N1CCC(CC1)N1CCN(CC1)C)C)NC=1N=C(C2=C(N1)NC=C2)NC=2C=NC1=CC=CC=C1C2P(C)(C)=O (3-((2-((2-methoxy-5-methyl-4-(4-(4-methylpiperazin-1-yl)piperidin-1-yl)phenyl)amino)-7H-pyrrolo[2,3-d]pyrimidin-4-yl)amino)quinolin-4-yl)dimethylphosphine oxide